C1(CCC(N1N[C@@H](CS)C(=SC(C)=O)O)=O)=O N-succinimidyl-S-acetylthiocysteine